CC1(CN([C@H]2CCCC[C@H]2N1)C1=C(C=C(OC(C(=O)OCC)(F)F)C=C1)F)C ethyl 2-(4-((4ar,8as)-3,3-dimethyloctahydroquinoxalin-1(2H)-yl)-3-fluorophenoxy)-2,2-difluoroacetate